(S)-3-butyl-3-ethyl-5-(4-fluorophenyl)-8-hydroxy-7-(methylthio)-2,3,4,5-tetrahydrobenzo-1,5-thiazepine C(CCC)[C@@]1(CSC2=C(N(C1)C1=CC=C(C=C1)F)C=C(C(=C2)O)SC)CC